N1(CCCCC1)CCN1CCCCC1 1,2-dipiperidylethane